NC=1C=C2C=C(N=C(C2=CC1)N1C[C@@H](CC1)NC(OC(C)(C)C)=O)C=1CCN(CC1)C (R)-tert-butyl (1-(6-amino-3-(1-methyl-1,2,3,6-tetrahydropyridin-4-yl)isoquinolin-1-yl)pyrrolidin-3-yl)carbamate